ethyl 2-ethoxyphosphorylacetate C(C)OP(=O)=CC(=O)OCC